(3E)-3-[3-(dimethylamino)propylidene]-1-[4-({3-methyl-4-[(1-methyl-1,3-benzodiazol-5-yl)oxy]phenyl}amino)pyrido[3,2-d]pyrimidin-6-yl]pyrrolidin-2-one CN(CC\C=C/1\C(N(CC1)C=1C=CC=2N=CN=C(C2N1)NC1=CC(=C(C=C1)OC1=CC2=C(N(C=N2)C)C=C1)C)=O)C